[OH-].C(CCCCCCCCCCC)[N+](C)(C)C dodecyltrimethylammonium Hydroxide